1-{3-[(1R)-1-Aminoethyl]-2-fluorophenyl}-1,1-difluorobutan-2-ol N[C@H](C)C=1C(=C(C=CC1)C(C(CC)O)(F)F)F